CNCCCCCCCC\C=C/CCCCCCCC (Z)-N-methyl-octadec-9-en-1-amine